Cl.NCC=1C=C(C=CC1)B(O)O (3-AMINOMETHYLPHENYL)BORONIC ACID HYDROCHLORIDE